7-Bromonaphthalene-2-carboxylic Acid BrC1=CC=C2C=CC(=CC2=C1)C(=O)O